2-[5-methoxy-2-(methylamino)phenyl]propionic acid COC=1C=CC(=C(C1)C(C(=O)O)C)NC